tert-butyl (2-(2-chloro-4-((3-(3-(trifluoromethyl)-1H-pyrazol-4-yl)imidazo[1,2-a]pyrazin-8-yl)amino)benzamido)ethyl)carbamate formate C(=O)O.ClC1=C(C(=O)NCCNC(OC(C)(C)C)=O)C=CC(=C1)NC=1C=2N(C=CN1)C(=CN2)C=2C(=NNC2)C(F)(F)F